C(C)(C)(C)OC(NC1CC2(CSC2)C1)=O 2-thiaspiro[3.3]hept-6-ylcarbamic acid tert-butyl ester